tert-butyl 4-[(6-bromo-8-fluoroquinazolin-2-yl)amino]piperidine-1-carboxylate BrC=1C=C2C=NC(=NC2=C(C1)F)NC1CCN(CC1)C(=O)OC(C)(C)C